N-methyl-furfurylamine CNCC1=CC=CO1